dimethylbenzylvinylsilane C[SiH](C=CCC1=CC=CC=C1)C